7-phenyl-8-(pyridin-4-yl)-[1,2,4]triazolo[4,3-c]pyrimidin-5-amine C1(=CC=CC=C1)C1=C(C=2N(C(=N1)N)C=NN2)C2=CC=NC=C2